zinc lead carbonate C([O-])([O-])=O.[Pb+2].[Zn+2].C([O-])([O-])=O